N-(3-(3-(1-(ethylsulfonyl)-4-(hydroxymethyl)piperidin-4-yl)-2-methoxyphenyl)-1-methyl-1H-pyrazolo[3,4-c]pyridin-5-yl)cyclopropanecarboxamide C(C)S(=O)(=O)N1CCC(CC1)(CO)C=1C(=C(C=CC1)C1=NN(C2=CN=C(C=C21)NC(=O)C2CC2)C)OC